4-chloro-5-nitro-1-tosyl-1H-pyrrolo[2,3-b]pyridine ClC1=C2C(=NC=C1[N+](=O)[O-])N(C=C2)S(=O)(=O)C2=CC=C(C)C=C2